C(C)(=O)OC1=CC(=CC=C1)O 3-HYDROXYPHENYL ACETATE